C(C(=C)C)(=O)CCC[Si](OC)(OC)OC 3-(methacryloyl)propyl-trimethoxysilane